CN(CCN1N=C2C=CC=C(C2=C1)C(=O)O)C 2-[2-(dimethylamino)ethyl]indazole-4-carboxylic Acid